[2-[4-chloro-2-(5-cyclopropyl-2-methylpyrazol-3-yl)oxyphenyl]pyrimidin-5-yl]methanamine ClC1=CC(=C(C=C1)C1=NC=C(C=N1)CN)OC=1N(N=C(C1)C1CC1)C